COC=1C=C2CCNCC2=CC1OC 6,7-Dimethoxytetrahydroisoquinoline